C(C)(=O)OCC(=O)N[C@@H]1[C@H](C[C@](O[C@H]1[C@@H]([C@@H](CN=[N+]=[N-])O)O)(C(=O)OC)SC1=CC=C(C=C1)C)O methyl (2R,4S,5R,6R)-5-(2-acetoxyacetamido)-6-((1R,2R)-3-azido-1,2-dihydroxypropyl)-4-hydroxy-2-(p-tolylthio)tetrahydro-2H-pyran-2-carboxylate